2-(3-chloropropoxy)benzonitrile ClCCCOC1=C(C#N)C=CC=C1